4-(3-isopropyl-6-methoxy-5-(piperidin-4-yl)-1H-indol-2-yl)-1H-pyrazolo[3,4-b]Pyridine C(C)(C)C1=C(NC2=CC(=C(C=C12)C1CCNCC1)OC)C1=C2C(=NC=C1)NN=C2